FC1=C(C=CC(=C1)OC1=CC(=NC=C1)NC(C)C)NC1=NC=NC2=CC(=C(C=C12)NC1CCN(CC1)C(C=C)=O)OC 1-(4-((4-((2-fluoro-4-((2-(isopropylamino)pyridin-4-yl)oxy)phenyl)amino)-7-methoxyquinazolin-6-yl)amino)piperidin-1-yl)prop-2-en-1-one